4-chloro-N-[(3R)-1-ethyl-3-piperidinyl]-1-methyl-pyrazolo[3,4-d]pyridazin-7-amine ClC1=C2C(=C(N=N1)N[C@H]1CN(CCC1)CC)N(N=C2)C